o-Phthalic acid C1=CC=C(C(=C1)C(=O)O)C(=O)O